4-[5-(2-bromopyridin-4-yl)-1H-pyrazol-3-yl]-N-(2-fluoroethyl)aniline BrC1=NC=CC(=C1)C1=CC(=NN1)C1=CC=C(NCCF)C=C1